iso-Butyl N-[2-(1,3-benzodioxol-5-yl)-1-methyl-2-oxo-ethyl]-N-methyl-carbamate O1COC2=C1C=CC(=C2)C(C(C)N(C(OCC(C)C)=O)C)=O